CC1=C(C=C(C(=C1)B1OC(C(O1)(C)C)(C)C)C)N1C(C=2N(CC1)N=CC2C)=O 5-(2,5-dimethyl-4-(4,4,5,5-tetramethyl-1,3,2-dioxaborolan-2-yl)phenyl)-3-methyl-6,7-dihydropyrazolo[1,5-a]pyrazin-4(5H)-one